F[C@@H]1CNCC[C@H]1N (3R,4R)-3-fluoropiperidin-4-amine